COC(=O)C1C(N(CCC1)C(=O)OCC1=CC=CC=C1)C(F)(F)F (trifluoromethyl)piperidine-1,3-dicarboxylic acid 1-benzyl ester 3-methyl ester